CC=1C(=NOC1C)C#CC=1C=C(C=CC1)S(=O)(=O)NC1=C2C(NC(C2=CC=C1)=O)OC 3-((4,5-dimethylisoxazol-3-yl)ethynyl)-N-(3-methoxy-1-oxoisoindolin-4-yl)benzenesulfonamide